(R)-6-chloro-3-((1-(2-(4-methoxyphenyl)-3,6-dimethyl-4-oxo-3,4-dihydroquinolin-8-yl)ethyl)amino)picolinic acid methyl ester COC(C1=NC(=CC=C1N[C@H](C)C=1C=C(C=C2C(C(C(=NC12)C1=CC=C(C=C1)OC)C)=O)C)Cl)=O